[Ni-2](=[Se])=[Se] nickelous diselenide